1-(4-(benzylthio)-2,6-difluorobenzyl)-8-methoxy-2-oxo-2,3-dihydropyrazino[2,3-c]quinoline-4(1H)-carboxylic acid tert-butyl ester C(C)(C)(C)OC(=O)N1CC(N(C2=C1C=NC=1C=C(C=CC21)OC)CC2=C(C=C(C=C2F)SCC2=CC=CC=C2)F)=O